benzyl-[(1S)-1-phenylethyl]amine C(C1=CC=CC=C1)N[C@@H](C)C1=CC=CC=C1